6-(4-(3,4-Difluorophenyl)-2-ethyl-1H-imidazol-5-yl)-[1,2,4]triazolo[1,5-a]pyridine FC=1C=C(C=CC1F)C=1N=C(NC1C=1C=CC=2N(C1)N=CN2)CC